(R)-2-((3-((1r,4S)-4-(Benzyloxy)cyclohexyl)propyl)amino)-1-(3-fluorophenyl)-ethan-1-ol C(C1=CC=CC=C1)OC1CCC(CC1)CCCNC[C@H](O)C1=CC(=CC=C1)F